2-((Diisopropylamino)methyl)-6-chloro-4-nitrophenol C(C)(C)N(C(C)C)CC1=C(C(=CC(=C1)[N+](=O)[O-])Cl)O